trin-butyl-amine C(CCC)N(CCCC)CCCC